ethyl 1-(6-bromo-5-fluoropyridin-3-yl)-1,2,3-triazole-4-carboxylate BrC1=C(C=C(C=N1)N1N=NC(=C1)C(=O)OCC)F